O=C1NC(CCC1C=1C(=C2C(NC(C2=CC1)=O)=O)NC(C)=O)=O N-(5-(2,6-dioxopiperidin-3-yl)-1,3-dioxoisoindol-4-yl)acetamide